N1C(NC(C1)=O)=O IMIDAZOLIDIN-2,4-DIONE